OCC#CCSC1=NC=2N(C(N1)=O)N=C(C2C2=CC=CC=C2)C 2-[(4-hydroxybut-2-yn-1-yl)sulfanyl]-7-methyl-8-phenyl-3H-pyrazolo[1,5-a][1,3,5]triazin-4-one